[N+](=O)([O-])C1=CC=C(C=C1)C1=CC=C(C=C1)CC(=O)OCC1=CC=CC=C1 benzyl 2-[4-(4-nitrophenyl)phenyl]acetate